C(CCCCCCC\C=C/CCCCCCCC)(=O)OCC(COC(CN(C)C)=O)OC(CCCCCCC\C=C/CCCCCCCC)=O 1,2-dioleoyloxy-3-(dimethylamino)acetoxypropane